10-(7,9-dichlorodibenzofuran-3-yl)-9,9-dimethyl-9,10-dihydroacridine ClC1=CC2=C(C3=C(O2)C=C(C=C3)N3C=2C=CC=CC2C(C2=CC=CC=C32)(C)C)C(=C1)Cl